C1=CC=CC=2C3=CC=CC=C3N(C12)C1=C2C(=C(N=N1)C=1SC=CC1)N=CC=N2 5-(N-carbazolyl)-8-(2-thienyl)pyrazino[2,3-D]Pyridazine